methyl N2-(benzyl(1,3-dioxoisoindolin-2-yl)carbamoyl)-Nω-((2,2,4,6,7-pentamethyl-2,3-dihydrobenzofuran-5-yl)sulfonyl)argininate C(C1=CC=CC=C1)N(C(=O)N[C@@H](CCCNC(NS(=O)(=O)C=1C(=C(C2=C(CC(O2)(C)C)C1C)C)C)=N)C(=O)OC)N1C(C2=CC=CC=C2C1=O)=O